ClC=1C2=CN(N=C2C(=C(C1)C1=CC=C(C=C1)N1CC(OCC1)CO)Cl)C(C(=O)NC=1SC=CN1)C1=C2N(C=N1)C[C@@H](C2)F (4,7-dichloro-6-(4-(2-(hydroxymethyl)morpholino)phenyl)-2H-indazol-2-yl)-2-((R)-6-fluoro-6,7-dihydro-5H-pyrrolo[1,2-c]imidazol-1-yl)-N-(thiazol-2-yl)acetamide